FC1=C(C=CC(=C1)F)N1N=CC(=C1)C(C)O 1-(1-(2,4-difluorophenyl)-1H-pyrazol-4-yl)ethanol